O([C@H]1[C@H](O)[C@@H](O)[C@H](O)[C@H](O1)CO)CCCCCCCCC n-nonyl β-D-glucopyranoside